C1(=CC=CC=C1)C1=CC=C(O1)\C=C/1\C(N(C(S1)=S)CC=C)=O (5Z)-5-[(5-Phenyl-2-furanyl)methylene]-3-(2-propen-1-yl)-2-thioxo-4-thiazolidinone